(1S,3S)-3-((2-(5-(((5-(cyclobutyl-methyl)-1,2,4-oxadiazol-3-yl)amino)methyl)-1-methyl-1H-pyrazol-4-yl)-4-methylpyrimidin-5-yl)oxy)cyclohexane-1-carboxylic acid C1(CCC1)CC1=NC(=NO1)NCC1=C(C=NN1C)C1=NC=C(C(=N1)C)O[C@@H]1C[C@H](CCC1)C(=O)O